NC1=NC=NN2C1=C(C=C2C=2C=C(C(=NC2)OC)C(=O)N[C@@H]2CN(C[C@@H]2F)CC(C(F)(F)F)O)CN2CCOCC2 5-{4-amino-5-[(morpholin-4-yl)methyl]pyrrolo[2,1-f][1,2,4]triazin-7-yl}-N-[(3R,4S)-4-fluoro-1-(3,3,3-trifluoro-2-hydroxypropyl)pyrrolidin-3-yl]-2-methoxypyridine-3-carboxamide